triisopropylhexavinylcyclotetrasiloxane C(C)(C)C(=C(C(C)C)C(C)C)[Si]1(O[SiH2]O[Si](O[Si](O1)(C=C)C=C)(C=C)C=C)C=C